(2S,11aR)-7-fluoro-2-hydroxy-6-isopropoxy-8-methyl-2,3,11,11a-tetrahydro-1H,5H-benzo[f]pyrrolo[2,1-c][1,4]oxazepin-5-one FC=1C(=CC2=C(C(N3[C@@H](CO2)C[C@@H](C3)O)=O)C1OC(C)C)C